5-(2-Fluoro-6-methylphenyl)-3-(2-(1-methylpiperidin-4-yl)-1,2,3,4-tetrahydroisochinolin-6-yl)-1H-pyrazolo[4,3-c]pyridazin-6(5H)-on-Hydrochlorid Cl.FC1=C(C(=CC=C1)C)N1N=C2C(=CC1=O)NN=C2C=2C=C1CCN(CC1=CC2)C2CCN(CC2)C